tris-(2-hydroxyethyl)-ammonium OCC[NH+](CCO)CCO